C(C)(C)C1(C2(C(CC(C1)C2)CN)C(C)C)CN diisopropyl-2,6-diaminomethyl-bicyclo[2.2.1]heptane